NC1=C2C(=NC=N1)N(N=C2C2=NOC(=C2C2=NC=C(C=N2)C2CCN(CC2)C(=O)OC(C)(C)C)C2CC2)C(C)(C)C tert-butyl 4-[2-[3-(4-amino-1-tert-butyl-pyrazolo[3,4-d]pyrimidin-3-yl)-5-cyclopropyl-isoxazol-4-yl]pyrimidin-5-yl]piperidine-1-carboxylate